3-(3-aminopropionamido)propionic acid NCCC(=O)NCCC(=O)O